4-(2-(2-Chlorophenyl)-4-oxopiperidin-1-yl)-2-fluorobenzoic acid ClC1=C(C=CC=C1)C1N(CCC(C1)=O)C1=CC(=C(C(=O)O)C=C1)F